C(#N)[C@@H](C[C@H]1C(NCCC1)=O)NC(=O)[C@H]1N(C[C@@H]2[C@H]1CC(C2)(F)F)C(=O)C=2NC1=C(C(=CC(=C1C2)F)F)Cl (1S,3aS,6aR)-N-((R)-1-cyano-2-((S)-2-oxopiperidin-3-yl)ethyl)-2-(4,6-difluoro-7-chloro-1H-indole-2-carbonyl)-5,5-difluorooctahydrocyclopenta[c]pyrrole-1-carboxamide